1,1,1-trifluoro-2-methylpropan-2-yl ((4-(5-(1,1-difluoroethyl)pyridin-2-yl)bicyclo[2.2.2]octan-1-yl)methyl)(4-(4-(2-hydroxypropan-2-yl) phenyl)pyridin-2-yl)carbamate FC(C)(F)C=1C=CC(=NC1)C12CCC(CC1)(CC2)CN(C(OC(C(F)(F)F)(C)C)=O)C2=NC=CC(=C2)C2=CC=C(C=C2)C(C)(C)O